N-(1-(5-(3-(2-chlorophenoxy)benzyl)octahydropyrrolo[3,4-c]pyrrole-2-carbonyl)-1H-pyrazol-3-yl)acetamide ClC1=C(OC=2C=C(CN3CC4C(C3)CN(C4)C(=O)N4N=C(C=C4)NC(C)=O)C=CC2)C=CC=C1